(S)-3-(3,5-dimethyl-1H-pyrazol-1-yl)-3-(4-(3-(5,6,7,8-tetrahydro-1,8-naphthyridin-2-yl)propyl)thiazol-2-yl)propionic acid CC1=NN(C(=C1)C)[C@@H](CC(=O)O)C=1SC=C(N1)CCCC1=NC=2NCCCC2C=C1